(5RS)-5-(2,4-dichlorobenzyl)-3-[3-(2-fluoro-3-methylphenoxy)-6-methylpyridazin-4-yl]-5,6-dihydro-4H-1,2,4-oxadiazine ClC1=C(C[C@H]2NC(=NOC2)C2=C(N=NC(=C2)C)OC2=C(C(=CC=C2)C)F)C=CC(=C1)Cl |r|